ClC1=C(C=CC=C1)C1=CC=2NC=3C=CC(=CC3C2C2=C1C(NC2=O)=O)O 4-(2-chlorophenyl)-9-hydroxypyrrolo[3,4-c]carbazole-1,3(2H,6H)-dione